CC1=NC=C(C(=N1)N)CN 2-methyl-4-amino-5-(aminomethyl)pyrimidine